rac-7-[2-(8-methoxy-2-methyl-imidazo[1,2-b]pyridazin-6-yl)-4-oxo-pyrido[1,2-a]pyrimidin-7-yl]-4-azaspiro[2.5]octane-4-carboxylic acid tert-butyl ester C(C)(C)(C)OC(=O)N1C2(CC2)C[C@@H](CC1)C=1C=CC=2N(C(C=C(N2)C=2C=C(C=3N(N2)C=C(N3)C)OC)=O)C1 |r|